C(#N)C1=CC=C2[C@H](CCOC2=C1)N[S@@](=O)C(C)(C)C (S)-N-[(S)-7-cyanochroman-4-yl]-2-methylpropan-2-sulfinamide